P(=O)(OC1=CC(=CC(=C1)C(=O)O)C(=O)O)([O-])[O-] 3,5-dicarboxyphenyl phosphate